5-[[3-(trifluoromethyl)phenyl]methylene]-1,3-thiazolidine-2,4-dione FC(C=1C=C(C=CC1)C=C1C(NC(S1)=O)=O)(F)F